6-but-2-enyl-4-(4-tert-butylphenyl)-1H-pyrrolo[2,3-c]pyridin-7-one C(C=CC)N1C(C2=C(C(=C1)C1=CC=C(C=C1)C(C)(C)C)C=CN2)=O